(3R)-N-[3-[2-(cyclopropylmethylamino)-7-oxo-8-[(3RS)-pyrrolidin-3-yl]pyrido[2,3-d]pyrimidin-6-yl]-2,4-difluorophenyl]-3-fluoropyrrolidine-1-sulfonyl-amide hydrochloride Cl.C1(CC1)CNC=1N=CC2=C(N1)N(C(C(=C2)C=2C(=C(C=CC2F)[N-]S(=O)(=O)N2C[C@@H](CC2)F)F)=O)[C@H]2CNCC2 |&1:35|